CN1CCC(CC1)NC(=O)C1CNCC1 N-(1-methyl-4-piperidyl)pyrrolidin-3-carboxamid